C(C)(C)(C)OC(NCC1CCN(CC1)CC=1N(N=CC1)C)=O N-[[1-[(2-methylpyrazol-3-yl)methyl]-4-piperidinyl]methyl]carbamic acid tert-butyl ester